N6-Azidoethoxy-L-lysin N(=[N+]=[N-])CCONCCCC[C@H](N)C(=O)O